1-(4-Isopropylbenzyl)-1H-indazole-6-carboxylic acid methyl ester COC(=O)C1=CC=C2C=NN(C2=C1)CC1=CC=C(C=C1)C(C)C